3-(6-amino-1-(4-amino-2-fluorobenzyl)-1H-pyrazolo[3,4-d]Pyrimidin-4-yl)Benzonitrile NC1=NC(=C2C(=N1)N(N=C2)CC2=C(C=C(C=C2)N)F)C=2C=C(C#N)C=CC2